S(=O)(=O)([O-])C1=CC=C(C=C1)C=1C2=CC=C(N2)C(=C2C=CC(C(=C3C=CC(=C(C=4C=CC1N4)C4=CC=C(C=C4)S(=O)(=O)[O-])N3)C3=CC=C(C=C3)S(=O)(=O)[O-])=N2)C2=CC=C(C=C2)S(=O)(=O)[O-] 5,10,15,20-Tetrakis(4-sulfonatophenyl)-porphine